C1=CC=CC=2C=CC=3OC=4C=CC5=C(C4S(C3C21)(=O)=O)C=CC=C5 14H-14λ6-dibenzo[a,j]phenoxathiine-14,14-dione